(E)-1-(4-(4-((4-([1,2,4]triazolo[1,5-a]pyridin-7-yloxy)-3-methylphenyl)amino)pyrrolo[2,1-f][1,2,4]triazin-5-yl)piperidin-1-yl)-4-(dimethylamino)but-2-en-1-one N=1C=NN2C1C=C(C=C2)OC2=C(C=C(C=C2)NC2=NC=NN1C2=C(C=C1)C1CCN(CC1)C(\C=C\CN(C)C)=O)C